FC=1C=C(C=C(C1)F)[C@@H]1CC[C@H]2OC3(C(N21)=O)CCN(CC3)CC=3C=C(C#N)C=CC3 3-{[(5'S,7a'R)-5'-(3,5-difluorophenyl)-3'-oxotetrahydro-1H,3'H-spiro[piperidine-4,2'-pyrrolo[2,1-b][1,3]oxazol]-1-yl]methyl}benzonitrile